4,4,5,5-tetramethyl-[1,3,2]dioxaborolan CC1(OBOC1(C)C)C